FC1=C(CC2=NC3=C(N2C[C@H]2OCC2)C=C(C=C3)C(=O)O)C=C(C(=C1)C1=NC(=CC=C1)OCC=1SC3=NC=CC=C3N1)F (S)-2-(2,5-difluoro-4-(6-(thiazolo[5,4-b]pyridin-2-ylmethoxy)pyridin-2-yl)benzyl)-1-(oxetan-2-ylmethyl)-1H-benzo[d]imidazole-6-carboxylic acid